BrC1=C2C=NN(C2=C(C(=C1Cl)F)C(C)=O)C1OCCCC1 1-(4-bromo-5-chloro-6-fluoro-1-(tetrahydro-2H-pyran-2-yl)-1H-indazol-7-yl)ethan-1-one